8-bromo-3-((6-methylimidazo[1,2-a]pyridin-2-yl)methyl)pyrido[4,3-d]pyrimidin-4(3H)-one BrC1=CN=CC2=C1N=CN(C2=O)CC=2N=C1N(C=C(C=C1)C)C2